(2S)-2-((2-((1-methoxy-3-methyl-1,3-dihydrobenzo[c][1,2]oxaborol-5-yl)amino)-5-(3-(pyridin-4-yl)-1,2,4-oxadiazol-5-yl)pyridin-4-yl)amino)-2-phenylethan-1-ol COB1OC(C2=C1C=CC(=C2)NC2=NC=C(C(=C2)N[C@H](CO)C2=CC=CC=C2)C2=NC(=NO2)C2=CC=NC=C2)C